6-[1-[[2-Chloro-4-[5-(difluoromethyl)-1,3,4-oxadiazol-2-yl]phenyl]methyl]triazol-4-yl]-N,N-dimethylquinazolin-2-amine ClC1=C(C=CC(=C1)C=1OC(=NN1)C(F)F)CN1N=NC(=C1)C=1C=C2C=NC(=NC2=CC1)N(C)C